BrC1=CC(=C(C=C1F)S(=O)(=O)N[C@@H](CCC1=C(C(=CC=C1F)C)C)C=1OC(NN1)=O)F.[P].[Ca] calcium phosphorus 4-bromo-2,5-difluoro-N-((1S,2R)-(6-fluoro-2,3-dimethylphenyl)-1-(5-oxo-4,5-dihydro-1,3,4-oxadiazol-2-yl)propyl)benzenesulfonamide